5-(4-(2,2-difluorocyclopropyl)-6-methoxypyrimidin-5-yl)-3-(4-(1-methyl-4-(trifluoromethyl)-1H-imidazol-2-yl)benzyl)-1-((2-(trimethylsilyl)ethoxy)methyl)-1H-pyrazolo[4,3-d]pyrimidine FC1(C(C1)C1=NC=NC(=C1C=1N=CC2=C(N1)C(=NN2COCC[Si](C)(C)C)CC2=CC=C(C=C2)C=2N(C=C(N2)C(F)(F)F)C)OC)F